CN(C1=CC2=C(C=CO2)C=C1)C 6-(dimethylamino)-1-benzofuran